C12CN(CC(CC1)N2)C=2OC1=C(N2)C=C(C=C1C=1SC=CN1)NC(C)=O N-(2-(3,8-diazabicyclo[3.2.1]octan-3-yl)-7-(thiazol-2-yl)benzo[d]oxazol-5-yl)acetamide